tartrate C(=O)([O-])C(O)C(O)C(=O)[O-]